(1RS,2SR)-N-[(2R)-2-(3-chlorophenyl)-2-methoxy-propyl]-2-cyclopentyl-cyclopropanecarboxamide ClC=1C=C(C=CC1)[C@@](CNC(=O)[C@H]1[C@@H](C1)C1CCCC1)(C)OC |&1:12,13|